8-cyclopropyl-N-isopropyl-5-(4-(trifluoromethyl)phenyl)-2-naphthacenecarboxamide C1(CC1)C=1C=C2C=C3C(=C4C=CC(=CC4=CC3=CC2=CC1)C(=O)NC(C)C)C1=CC=C(C=C1)C(F)(F)F